C(C(=O)OC(C)(C)CC)(=O)OC(C)(C)CC Di-tert-amyl oxalate